TOSYL-(3-CYANOBENZYL)-METHYLISOCYANIDE S(=O)(=O)(C1=CC=C(C)C=C1)C(CC1=CC(=CC=C1)C#N)[N+]#[C-]